C1(CC1)NC(C1=NC=C(C=C1C(F)F)N=C(C1=CC=CC=C1)C1=CC=CC=C1)=O N-cyclopropyl-3-(difluoromethyl)-5-((diphenylmethylene)amino)picolinamide